N=C1[N+](=CC=C2C1=CC=CC=C2)[O-] iminocyclohepta-[c]-pyridine-2-oxide